2-chloro-N-[2-(1H-indol-3-yl)ethyl]-7,8-dihydro-6H-pyrimido[5,4-b][1,4]oxazin-4-amine ClC=1N=C(C=2OCCNC2N1)NCCC1=CNC2=CC=CC=C12